(rac)-((1s,3s)-3-Hydroxy-3-methylcyclobutyl)(6-(3-(trifluoromethyl)benzyl)-2-azaspiro[3.4]octan-2-yl)methanon OC1(CC(C1)C(=O)N1CC2(C1)C[C@H](CC2)CC2=CC(=CC=C2)C(F)(F)F)C |r|